N-(5-(4-(trifluoromethyl)phenethoxy)-1H-indol-3-yl)nicotinamide FC(C1=CC=C(CCOC=2C=C3C(=CNC3=CC2)NC(C2=CN=CC=C2)=O)C=C1)(F)F